N-((3S,4S)-3-((7-(2,6-dichloro-3,5-dimethoxyphenyl)-5-((oxetan-3-ylmethyl)amino)-2,6-naphthyridin-3-yl)amino)tetra-hydro-2H-pyran-4-yl)acrylamide ClC1=C(C(=C(C=C1OC)OC)Cl)C1=NC(=C2C=C(N=CC2=C1)N[C@@H]1COCC[C@@H]1NC(C=C)=O)NCC1COC1